N-[3-[2-(4-chlorophenyl)triazol-4-yl]-1-bicyclo[1.1.1]pentyl]-3-(1-methylsulfonylcyclopropyl)-1,2,4-thiadiazole-5-carboxamide ClC1=CC=C(C=C1)N1N=CC(=N1)C12CC(C1)(C2)NC(=O)C2=NC(=NS2)C2(CC2)S(=O)(=O)C